N1C=CC2=C1C=NC=C2C#N pyrrolo[2,3-c]pyridine-4-carbonitrile